NC=1N=NC(=CC1N1C[C@H](CCC1)C1=C(C=C(C(=O)N2CCC(CC2)CN2CCC(CC2)N2C=CC3=C(C=CC=C23)N2C(NC(CC2)=O)=O)C=C1)C)C1=C(C=CC=C1)O (R)-1-(1-(1-((1-(4-(1-(3-amino-6-(2-hydroxyphenyl)pyridazin-4-yl)piperidin-3-yl)-3-methylbenzoyl)piperidin-4-yl)methyl)piperidin-4-yl)-1H-indol-4-yl)dihydropyrimidine-2,4(1H,3H)-dione